1-(4-bromo-3-fluoro-phenyl)ethanone BrC1=C(C=C(C=C1)C(C)=O)F